C(CCC)OC(\C=C/CC\C=C/CC)OCCCC 1,1-dibutoxy-(2Z,6Z)-2,6-nonadiene